2-amino-6-chloro-9-((2r,3r,5s)-3-hydroxy-5-((S)-1-hydroxypropyl)tetrahydrofuran-2-yl)-7-propyl-7,9-dihydro-8H-purin-8-one NC1=NC(=C2N(C(N(C2=N1)[C@@H]1O[C@@H](C[C@H]1O)[C@H](CC)O)=O)CCC)Cl